N(=[N+]=[N-])C(CC[Si](C1=CC=CC=C1)(C)C)CCC1=CC=CC=C1 (3-azido-5-phenylpentyl)dimethyl-(phenyl)silane